N-(4-(p-nitrophenoxycarbonyl)aminophenyl)-3-morpholinone [N+](=O)([O-])C1=CC=C(OC(=O)NC2=CC=C(C=C2)N2C(COCC2)=O)C=C1